tert-butyl 4-([4-[2-(2,6-dioxopiperidin-3-yl)-1,3-dioxoisoindol-4-yl]piperazin-1-yl]methyl)-4-hydroxypiperidine-1-carboxylate O=C1NC(CCC1N1C(C2=CC=CC(=C2C1=O)N1CCN(CC1)CC1(CCN(CC1)C(=O)OC(C)(C)C)O)=O)=O